1-ethyl-2,4-bistrimethylsilylcyclopentadiene C(C)C1=C(C=C(C1)[Si](C)(C)C)[Si](C)(C)C